C(C=1C(O)=CC=CC1)(=O)[O-].[Na+] Natrium Salicylat